(3S)-3-acetamido-4-(((2S)-1-((2-fluoro-5-(2-(piperidin-3-yl)ethoxy)benzyl)amino)-1-oxo-4-phenylbutan-2-yl)amino)-4-oxobutanoic acid C(C)(=O)N[C@@H](CC(=O)O)C(=O)N[C@H](C(=O)NCC1=C(C=CC(=C1)OCCC1CNCCC1)F)CCC1=CC=CC=C1